4-(2-((3-(4'-phenoxy-[1,1'-biphenyl]-4-yl)prop-2-yn-1-yl)amino)ethyl)phenol O(C1=CC=CC=C1)C1=CC=C(C=C1)C1=CC=C(C=C1)C#CCNCCC1=CC=C(C=C1)O